N-(2,6-dibromo-4-methylphenyl)-N'-methylurea BrC1=C(C(=CC(=C1)C)Br)NC(=O)NC